(E)-N-(2-methoxy-5-(4-(4-(4-oxopent-2-enoyl)piperazin-1-yl)quinazolin-6-yl)pyridin-3-yl)-2-methyl-benzene-sulfonamide COC1=NC=C(C=C1NS(=O)(=O)C1=C(C=CC=C1)C)C=1C=C2C(=NC=NC2=CC1)N1CCN(CC1)C(\C=C\C(C)=O)=O